butylium [CH2+]CCC